C(C)[N+](\C=C\COC1=CC=C(C=C1)OC)(CC)[O-] (E)-N,N-diethyl-3-(4-methoxyphenoxy)prop-1-en-1-amine oxide